rel-(R)-4-(3-(2-(3,3-difluoro-1-methylpiperidin-4-yl)-6-methoxy-2H-indazol-5-yl)-4-fluorophenyl)-7-ethyl-7H-imidazo[4,5-c]pyridazine FC1(CN(CC[C@H]1N1N=C2C=C(C(=CC2=C1)C=1C=C(C=CC1F)C=1C2=C(N=NC1)N(C=N2)CC)OC)C)F |o1:6|